CC1=C(C=CC=C1)NC(C1=CC=C(C=C1)O[C@H](C(=O)NC1=CC=C(C=C1)Br)C)=O (S)-N-(2-methylphenyl)-4-((1-((4-bromophenyl)amino)-1-oxopropan-2-yl)oxy)benzamide